C(CCCCCCCCCC)(=O)OC[C@@H](OC(CCCCCCCCCC)=O)CO 1,2-bis-undecanoyl-sn-glycerol